5-(4,4,5,5-tetramethyl-1,3,2-dioxaborolan-2-yl)-2-(trifluoromethyl)pyridine CC1(OB(OC1(C)C)C=1C=CC(=NC1)C(F)(F)F)C